C(C=C)(=O)N1C[C@@H](N(CC1)C1=NC(N2C3=C(C(=C(C=C13)Cl)C1=C(C=C(C(=C1)Cl)F)F)SCC2)=O)C 7-((S)-4-acryloyl-2-methylpiperazin-1-yl)-9-chloro-10-(5-chloro-2,4-difluorophenyl)-2,3-dihydro-5H-[1,4]thiazino[2,3,4-ij]quinazolin-5-one